C1N2C=CC3=C(C=CC=4N=C5C=CC=CC5=CC34)C2=C2C(=C1)C=CC=C2 benzoquinolizinoacridine